NC1=NN2C(C=CC=C2C2=CC=C(C(=N2)OC)NC(=O)C=2C(=NOC2C)C2=CC=CC=C2)=N1 [6-(2-amino-[1,2,4]triazolo[1,5-a]pyridin-5-yl)-2-methoxy-3-pyridinyl]-5-methyl-3-phenyl-isoxazole-4-carboxamide